NC1=NC(=CC(=N1)C1=C(C(=CC=C1)C)C#N)Cl 3-(2-amino-6-chloropyrimidin-4-yl)-2-tolunitrile